(R)-4-(2-oxopyrrolidin-1-yl)-3-(4-fluorophenyl)-N-((R)-1-(2-chloropyrimidin-5-yl)ethyl)-4,5-dihydro-1H-pyrazol-1-carboxamide O=C1N(CCC1)[C@H]1C(=NN(C1)C(=O)N[C@H](C)C=1C=NC(=NC1)Cl)C1=CC=C(C=C1)F